4-(5-(Cyclobutanecarboxamido)benzo[d]oxazol-2-yl)picolinic acid methyl ester COC(C1=NC=CC(=C1)C=1OC2=C(N1)C=C(C=C2)NC(=O)C2CCC2)=O